bis(4-t-butylphenyl)-2,4-di-t-butylphenyl phosphite P(OC1=C(C(=C(C(=C1)C1=CC=C(C=C1)C(C)(C)C)C(C)(C)C)C1=CC=C(C=C1)C(C)(C)C)C(C)(C)C)([O-])[O-]